2-({[3-methyl-5-(trifluoromethyl)imidazole-4-yl]methyl}sulfanyl)-3H,5H,7H-thieno[3,4-d]pyrimidin-4-one trifluoroacetate salt FC(C(=O)O)(F)F.CN1C=NC(=C1CSC=1NC(C2=C(N1)CSC2)=O)C(F)(F)F